tert-butyl 3-[3-[(2S)-2-(hydroxymethyl)pyrrolidin-1-yl] propoxy]propanoate OC[C@H]1N(CCC1)CCCOCCC(=O)OC(C)(C)C